[Cu-]=[Te] copper (I) telluride